FC1=CC=C(C=C1)C1=NC=2C(=NC(=CC2)N2CCNCC2)N1C1=CC(=NC=C1)NC(=O)N1CCCCC1 N-{4-[2-(4-fluorophenyl)-5-(piperazin-1-yl)-3H-imidazo[4,5-b]pyridin-3-yl]pyridin-2-yl}piperidine-1-carboxamide